1-(3-(difluoromethoxy)phenyl)-N-((3-hydroxytetrahydrofuran-3-yl)methyl)-3-isopropyl-2-oxo-2,3-dihydro-1H-benzo[d]imidazole-5-carboxamide FC(OC=1C=C(C=CC1)N1C(N(C2=C1C=CC(=C2)C(=O)NCC2(COCC2)O)C(C)C)=O)F